COC(=O)C1N(C2CC2C1)C(=O)OC(C)(C)C 2-azabicyclo[3.1.0]Hexane-2,3-dicarboxylic acid 2-(tert-butyl) ester 3-methyl ester